FC=1C=C(C=CC1)S(=O)(=O)NC=1C=C(C=CC1F)C1=CC(=CC(=C1)F)OC(F)F 3-fluoro-N-(3'-(difluoromethoxy)-4,5'-difluoro-[1,1'-biphenyl]-3-yl)benzenesulfonamide